N-((1R,2R)-2-hydroxycyclohexyl)pyrazolo[1,5-a]pyrimidine-3-carboxamide O[C@H]1[C@@H](CCCC1)NC(=O)C=1C=NN2C1N=CC=C2